4,5,5',6'-Tetrahydro-2H-Spiro[Furan-3,8'-Pyrano[3,4-b]Pyridine]-4'-Carbonitrile N1=C2C(=C(C=C1)C#N)CCOC21COCC1